tert-Butyl 4-(4-(3-(imidazo[1,2-b]pyridazin-3-ylethynyl)-4-methylbenzamido)-2-(trifluoromethyl)benzyl)piperazine-1-carboxylate N=1C=C(N2N=CC=CC21)C#CC=2C=C(C(=O)NC1=CC(=C(CN3CCN(CC3)C(=O)OC(C)(C)C)C=C1)C(F)(F)F)C=CC2C